1,7-dimethyl-8-((1-methylpiperidin-4-yl)oxy)-1,6-naphthyridin-2(1H)-one CN1C(C=CC2=CN=C(C(=C12)OC1CCN(CC1)C)C)=O